7-(trifluoromethoxy)quinolin-2(1H)-one FC(OC1=CC=C2C=CC(NC2=C1)=O)(F)F